(Z)-1-((8-bromo-1-(((Z)-non-2-en-1-yl)oxy)octyl)oxy)non-2-ene BrCCCCCCCC(OC\C=C/CCCCCC)OC\C=C/CCCCCC